(S)-N-(1-((2-(2-(2,6-dioxopiperidin-3-yl)-1-oxoisoindolin-5-yl)pyridin-4-yl)methyl)azetidin-3-yl)-N-methylmethanesulfonamide O=C1NC(CC[C@@H]1N1C(C2=CC=C(C=C2C1)C1=NC=CC(=C1)CN1CC(C1)N(S(=O)(=O)C)C)=O)=O